3-Fluoro-5-methoxybenzaldehyde FC=1C=C(C=O)C=C(C1)OC